INS iodo(sulfanyl)amine